CC1=CNC2=NC=C(C=C21)C=2C=C1CCN(CC1=C(C2)[C@H]2N(CCC2)C(=O)OC(C)(C)C)CC(F)(F)F tert-butyl (S)-2-(6-(3-methyl-1H-pyrrolo[2,3-b]pyridin-5-yl)-2-(2,2,2-trifluoroethyl)-1,2,3,4-tetrahydroisoquinolin-8-yl)pyrrolidine-1-carboxylate